ClC1=C(C(=C(C=C1OC)OC)Cl)C1=CC2=C(N=C(N=C2)N[C@@H]2COCC[C@@H]2NC(C=C)=O)C(=N1)NC1CN(C1)C N-((3S,4S)-3-((6-(2,6-dichloro-3,5-di-methoxyphenyl)-8-((1-methylazetidin-3-yl)amino)pyrido[3,4-d]pyrimidin-2-yl)amino)tetrahydro-2H-pyran-4-yl)acrylamide